CC=1N=CSC1C(=O)NC(C)(C#C)C 4-methyl-N-(2-methylbutan-3-yn-2-yl)thiazole-5-carboxamide